6-nitro-3-[(cis)-3-hydroxy-3-methylcyclobutyl]-4-(trifluoromethyl)-2,3-dihydro-1,3-benzoxazol-2-one [N+](=O)([O-])C1=CC2=C(N(C(O2)=O)C2CC(C2)(C)O)C(=C1)C(F)(F)F